BrCC(=O)C1=CC(=CC=C1)Br 2-bromo-1-(3-bromophenyl)ethanone